C(CCC)S\C=C\C1=CC(=CC=C1)Cl (E)-butyl(3-chlorostyryl)sulfane